C(C)(C)(C)C1=NC=C(C(N1CC)=O)NC=1N(C=2C(=NC=C(C2Cl)OC=2C=NN3C2C(=NC=C3)NC)N1)C 2-(tert-butyl)-5-((7-chloro-1-methyl-6-((4-(methylamino)pyrazolo[1,5-a]pyrazin-3-yl)oxy)-1H-imidazo[4,5-b]pyridin-2-yl)amino)-3-ethylpyrimidin-4(3H)-one